azodiisobutyramidate N(=NC(C(=O)N)(C)C)C(C(=O)N)(C)C